α-Terpinyl acetate CC1=CCC(CC1)C(C)(C)OC(=O)C